ClC=1N=C2N3C=4C=CC=CC4OC3=C(C(C2=CN1)=O)C(=O)OCC ethyl 4-chloro-8-oxo-11-oxa-1,3,5-triazatetracyclo[8.7.0.02,7.012,17]heptadeca-2,4,6,9,12(17),13,15-heptaene-9-carboxylate